FC1=C(COCC(C)(C)NC(=O)C=2C=C3C(=NC2)N(C=C3)C)C=CC=C1 N-(1-((2-fluorobenzyl)oxy)-2-methylpropan-2-yl)-1-methyl-1H-pyrrolo[2,3-b]pyridine-5-carboxamide